ethyl ((((5-(6-amino-9H-purin-9-yl)-4-fluoro-2,5-dihydrofuran-2-yl)oxy)methyl)(phenoxy)phosphoryl)alaninate NC1=C2N=CN(C2=NC=N1)C1C(=CC(O1)OCP(=O)(OC1=CC=CC=C1)N[C@@H](C)C(=O)OCC)F